(8R,9aS)-rel-8-(2,3-dichloro-6-hydroxyphenyl)-3-((3R)-methoxymethyl)-hexahydro-2H-pyrido[1,2-a]pyrazine-1,4-dione ClC1=C(C(=CC=C1Cl)O)[C@H]1C[C@@H]2N(C([C@H](NC2=O)COC)=O)CC1 |o1:14|